CC1=NC2=C(N1CC3=NC=CN=C3)C(=O)C4=CC=CC=C4C2=O The molecule is a naphthoimidazole that is 1H-naphtho[2,3-d]imidazole-4,9-dione which is substituted at positions 1 by pyrazin-2-ylmethyl and methyl groups, respectively. It is a naphthoimidazole, a member of p-quinones and a member of pyrazines.